N-acetyl-5-methoxy-tryptamine C(C)(=O)NCCC1=CNC2=CC=C(C=C12)OC